bis(m-ethylphenyl)ether C(C)C=1C=C(C=CC1)OC1=CC(=CC=C1)CC